2-methyl-7-(4,4,5,5-tetramethyl-1,3,2-dioxaborolan-2-yl)-3,4-dihydroisoquinolin-1-one CN1C(C2=CC(=CC=C2CC1)B1OC(C(O1)(C)C)(C)C)=O